3-cyclobutyl-6-(5-(7-ethyl-7H-imidazo[4,5-c]pyridazin-4-yl)-2-fluorophenyl)-5-methoxyBenzo[d]oxazole C1(CCC1)N1COC2=C1C=C(C(=C2)C2=C(C=CC(=C2)C=2C1=C(N=NC2)N(C=N1)CC)F)OC